6-(2,5-Dihydroxy-4-sulfobenzamido)pyridin OC1=C(C(=O)NC2=CC=CC=N2)C=C(C(=C1)S(=O)(=O)O)O